6-(8-fluoro-2-methylimidazo[1,2-a]pyridin-6-yl)-8-(methylsulfonyl)-2-(piperidin-4-yl)isoquinolin-1(2H)-one FC=1C=2N(C=C(C1)C=1C=C3C=CN(C(C3=C(C1)S(=O)(=O)C)=O)C1CCNCC1)C=C(N2)C